[Cl-].C[N+](CCC[SiH](OC)OC)(CCCCCCCCCCCCCCCCCCCC)CCCCCCCCCCCCCCCCCCCC methyldicosyl-[3-(dimethoxysilyl)propyl]ammonium chloride